(1,4-diazabicyclo[3.2.2]nonan-4-yl)(3-(4,4-di-fluorocyclohex-1-en-1-yl)-4,7-dihydropyrano[3,4-c]pyrazol-1(5H)-yl)-methanone N12CCN(C(CC1)CC2)C(=O)N2N=C(C1=C2COCC1)C1=CCC(CC1)(F)F